ClC=1C=C(C=C(C1)C(F)(F)F)C1=C(N(N=C1C(F)(F)F)C1=NN(C=C1)C)NC(OC)=O methyl N-[4-[3-chloro-5-(trifluoromethyl)phenyl]-2-(1-methylpyrazol-3-yl)-5-(trifluoromethyl)pyrazol-3-yl]carbamate